NC(C(=O)OCC=CCCCCCCCCCCC)C.[Na] sodium beta-tetradecenyl aminopropionate